6-iodo-N-[3-methyl-4-([1,2,4]triazolo[4,3-c]pyrimidin-7-yloxy)phenyl]quinazolin-4-amine IC=1C=C2C(=NC=NC2=CC1)NC1=CC(=C(C=C1)OC1=CC=2N(C=N1)C=NN2)C